N1C2(C(NC3=CC=CC=C13)=O)CCCC2 1',4'-dihydro-3'H-spiro[cyclopentane-1,2'-quinoxalin]-3'-one